[4-bromo-2-(2-chloroethyl)phenyl](methyl)(oxo)-λ6-sulfanimine BrC1=CC(=C(C=C1)S(=N)(=O)C)CCCl